2-(2-oxo-1,2-dihydroquinolin-3-yl)acetic acid O=C1NC2=CC=CC=C2C=C1CC(=O)O